C(C)(C)C1=C(NC2=CC=C(C=C12)C1CCN(CC1)CC(N1NC(CC1)=O)=O)C=1C=C(C(N(C1)C)=O)C 5-(3-isopropyl-5-(1-(2-oxo-2-(3-oxopyrazolidin-1-yl)ethyl)piperidin-4-yl)-1H-indol-2-yl)-1,3-dimethylpyridin-2(1H)-one